(1-pentoxy(propan-2-yl)oxy)-propan-2-amine C(CCCC)OCC(C)OCC(C)N